N-(2-Amino-1-(4-(hydroxymethyl)thiazol-2-yl)-2-methylpropyl)-5-(5-(trifluoromethyl)pyridin-2-yl)-1H-pyrrole-2-carboxamide NC(C(C=1SC=C(N1)CO)NC(=O)C=1NC(=CC1)C1=NC=C(C=C1)C(F)(F)F)(C)C